COCCCS(=O)(=O)C1=CC=C(C=C1)C1=CC=C(C=C1)C(C(=O)O)(C)C 2-(4'-((3-methoxypropyl)sulfonyl)-[1,1'-biphenyl]-4-yl)-2-methylpropionic acid